tert-Butyl (2R,5S)-4-(6-chloro-1-(2-ethyl-4-isopropyl-6-methylpyrimidin-5-yl)-7-(2-fluorophenyl)-2-oxo-1,2-dihydropyrido[2,3-d]pyrimidin-4-yl)-2,5-dimethylpiperazine-1-carboxylate ClC1=CC2=C(N(C(N=C2N2C[C@H](N(C[C@@H]2C)C(=O)OC(C)(C)C)C)=O)C=2C(=NC(=NC2C)CC)C(C)C)N=C1C1=C(C=CC=C1)F